4-((R)-3-((cyclobutylmethyl)amino)piperidin-1-yl)-1-(1-(4-(5-(3-methylazetidin-1-yl)pyridin-3-yl)-1H-1,2,3-triazol-1-yl)ethyl)pyridin-2(1H)-one C1(CCC1)CN[C@H]1CN(CCC1)C1=CC(N(C=C1)C(C)N1N=NC(=C1)C=1C=NC=C(C1)N1CC(C1)C)=O